Cl.FC1=C(C=CC(=C1)F)C1=CC=C(C=C1)S(=O)(=O)C(C1CCNCC1)(F)F 4-(((2',4'-Difluoro-[1,1'-biphenyl]-4-yl)sulfonyl)difluoromethyl)piperidine hydrochloride